FC(C1=C2C(=NC=C1OC=1C=C(C#N)C=C(C1)F)C(C(S2=O)(F)F)(F)F)F 3-((7-(difluoromethyl)-2,2,3,3-tetrafluoro-1-oxido-2,3-dihydrothieno[3,2-b]pyridin-6-yl)oxy)-5-fluorobenzonitrile